ClC=1C=C(C=CC1)S(=O)(=O)N1CCC2(CC(CO2)NC[C@@H](COC=2C=C(C=CC2)S(=O)(=O)NCCCN(C)C)O)CC1 3-((2S)-3-(8-(3-chlorophenylsulfonyl)-1-oxa-8-azaspiro[4.5]dec-3-ylamino)-2-hydroxypropoxy)-N-(3-(dimethylamino)propyl)benzenesulfonamide